Phthalazine-3-carboxylic acid ethyl ester C(C)OC(=O)N1NC=C2C=CC=CC2=C1